2-bromo-7-((1r,4r)-4-(2-fluoro-6-methylphenyl)cyclohexyl)pyrido[2,3-b]pyrazin-6(5H)-one BrC=1N=C2C(=NC1)NC(C(=C2)C2CCC(CC2)C2=C(C=CC=C2C)F)=O